C(C)C(CCCC)(CCCCCCCCCCCCCC)C 5-ethyl-5-methylnonadecane